FC=1C=CC2=C(N=C(O2)C2CCN(CC2)C2=C(C(N(C3=CC=CC=C23)C)=O)C#N)C1 4-[4-(5-fluoro-1,3-benzoxazol-2-yl)piperidin-1-yl]-1-methyl-2-oxo-1,2-dihydroquinoline-3-carbonitrile